C1(CC1)CC(C(C(=O)NC1CC1)=O)NC(=O)[C@@H]1[C@H]2C([C@H]2CN1C([C@H](C(C)(C)C)NC(C(C)C)=O)=O)(C)C (1R,2S,5S)-N-(1-Cyclopropyl-4-(cyclopropylamino)-3,4-dioxobutan-2-yl)-3-((S)-2-isobutyramido-3,3-dimethylbutanoyl)-6,6-dimethyl-3-azabicyclo[3.1.0]hexane-2-carboxamide